C(CCCCCCCCCCC)(=O)N[C@@H](CO)C(=O)O.[Na] sodium N-lauroyl-L-serine